1-(4-(2-(3-(4-(tert-butyl)piperazin-1-yl)-5-fluorophenyl)-3-(methoxymethoxy)-6-methylpyridin-4-yl)-2-chlorophenyl)-3-methyl-1,3-dihydro-2H-imidazol-2-one C(C)(C)(C)N1CCN(CC1)C=1C=C(C=C(C1)F)C1=NC(=CC(=C1OCOC)C1=CC(=C(C=C1)N1C(N(C=C1)C)=O)Cl)C